OC1=C(C2=C(SC(=C2)C(=O)N2CCN(CC2)C)C=C1)C=O 5-hydroxy-2-(4-methylpiperazine-1-carbonyl)benzo[b]Thiophene-4-carbaldehyde